NC(C)(C)C1CCC(CC1)NC1=CC=C(C=C1)C1CCC(CC1)(C)C N-(4-(2-aminopropan-2-yl)cyclohexyl)-4-(4,4-dimethylcyclohexyl)aniline